7,10,13,16-tetraoxa-4-aza-nonadecane-19-carboxylate CCCNCCOCCOCCOCCOCCCC(=O)[O-]